racemic-2-(((3-butyl-7-methoxy-3-methyl-1,1-dioxido-5-phenyl-2,3,4,5-tetrahydro-1,5-benzothiazepin-8-yl)methyl)thio)acetic acid C(CCC)[C@]1(CS(C2=C(N(C1)C1=CC=CC=C1)C=C(C(=C2)CSCC(=O)O)OC)(=O)=O)C |r|